2-(3,5-dichloro-4-((4-methyl-2-(2-fluoropyridin-4-yl)quinolin-6-yl)oxy)phenyl)-3,5-dioxo-2,3,4,5-tetrahydro-1,2,4-triazine-6-carboxylic acid ClC=1C=C(C=C(C1OC=1C=C2C(=CC(=NC2=CC1)C1=CC(=NC=C1)F)C)Cl)N1N=C(C(NC1=O)=O)C(=O)O